C1(CCCCC1)NC1=NN=C(N=N1)NC1CCCCC1 dicyclohexyl-1,2,4,5-tetrazine-3,6-diamine